benzyloxytyrosine C(C1=CC=CC=C1)ON[C@@H](CC1=CC=C(C=C1)O)C(=O)O